C1(=CC=CC=C1)C1=C2C=CC=CC2=C(C2=CC=CC=C12)C1=CC=C(C=C1)N1C=2C=C(C=CC2C=2C3=C(C=CC12)C=CC=C3)C3=CC=1N(C2=CC=CC=C2C1C=C3)C3=CC=CC=C3 7-[4-(10-phenyl-9-anthryl)phenyl]-9-(9-phenyl-9H-carbazol-2-yl)-7H-benzo[c]carbazole